[4-[[(4-cyclopropyl-2-pyridinyl)amino]methyl]-2-fluoro-6-hydroxy-phenyl]-1,1-dioxo-1,2,5-thiadiazolidin-3-one C1(CC1)C1=CC(=NC=C1)NCC1=CC(=C(C(=C1)O)N1S(NCC1=O)(=O)=O)F